FC1=CC=C(C=C1)N1C(C(=NC=C1)C(=O)NC1=CC=C(C=C1)OC1=CC=NC2=CC=C(N=C12)OC)=O 4-(4-fluorophenyl)-N-[4-[(6-methoxy-1,5-naphthyridin-4-yl)oxy]phenyl]-3-oxopyrazine-2-carboxamide